oxohexahydro-1H-thieno[3,4-d]imidazol O=C1NC2C(N1)CSC2